NC1=NC(=C(C=C1C=1C=C2CCNC(C2=CC1F)=O)C1=CC(=C(C=C1)OCCCC(F)F)CN1CCC(CC1)OC)F 6-(2-amino-5-(4-(4,4-difluorobutoxy)-3-((4-methoxypiperidin-1-yl)methyl)phenyl)-6-fluoropyridin-3-yl)-7-fluoro-3,4-dihydroisoquinolin-1(2H)-one